(S)-1-(4-(1-(2,6-dichlorophenyl)azetidin-3-yl)benzyl)pyrrolidine-3-carboxylic acid ClC1=C(C(=CC=C1)Cl)N1CC(C1)C1=CC=C(CN2C[C@H](CC2)C(=O)O)C=C1